octanoyl alcohol C(CCCCCCC)(=O)O